(1-(2-Chloropyrimidin-4-yl)-4-methylpiperidin-4-yl)carbamic acid tert-butyl ester C(C)(C)(C)OC(NC1(CCN(CC1)C1=NC(=NC=C1)Cl)C)=O